C12COCC(N1C=1SC3=C(N1)C=CC(=C3C(=O)NC3=C(C(=O)O)C(=CC=C3)F)OC)C2 2-(2-(3-Oxa-6-azabicyclo[3.1.1]heptan-6-yl)-6-methoxybenzo[d]thiazole-7-carboxamido)-6-fluorobenzoic acid